COC1=CC=C(C2=C1OCCO2)O 8-methoxy-2,3-dihydrobenzo[b][1,4]dioxin-5-ol